((2S,4S)-5-chloro-6-fluoro-2-phenyl-2-((S)-pyrrolidin-2-yl)indolin-4-yl)-3-fluoro-4-((S)-2-hydroxypropoxy)-N-methylbenzamide ClC=1C(=C2C[C@@](NC2=CC1F)([C@H]1NCCC1)C1=CC=CC=C1)C1=C(C(=O)NC)C=CC(=C1F)OC[C@H](C)O